(Z)-undec-4-en-1-amine C(CC\C=C/CCCCCC)N